Cl.C1C(CC12CCNCC2)N2CCOCC2 4-(7-azaspiro[3.5]nonan-2-yl)morpholine hydrochloride